BrCCC1=C(C=CC=C1)C1=CC=C(C=C1)CCCCCCCC 2-Bromoethyl-4'-octyl-1,1'-biphenyl